ClC=1C(=C2N=C(N=C3C2=C(CCC2COCCCN32)N1)SC)F 2-chloro-1-fluoro-12-(methylthio)-4,5,5a,6,9,10-hexahydro-8H-7-oxa-3,10a,11,13-tetraazanaphtho[1,8-ab]heptalene